ClC1=C(C=CC=C1F)[C@H]1C2CC(CN1C=1C(=NC=CN1)C(=O)N[C@H](C)\C=C\S(=O)(=O)C)C2 ((R)-2-(2-Chloro-3-fluorophenyl)-3-azabicyclo[3.1.1]heptan-3-yl)-N-((R,E)-4-(methylsulfonyl)but-3-en-2-yl)pyrazine-2-carboxamide